OCCNC1=CC=CC(=N1)C(=O)NC1=CC2=C(N=C(O2)N2CCOCC2)C=C1 6-((2-hydroxyethyl)amino)-N-(2-morpholinobenzo[d]oxazol-6-yl)picolinamide